C(CC)[SiH](C)OC propylmethoxy(methyl)silane